C1CCC12C[C@@H](CCN2)OC2=NOC(=C2C2=CC=1N(C=C2)N=C(C1)NC(=O)C1CC1)C (R)-N-[5-[3-(9-azaspiro[3.5]nonan-6-yloxy)-5-methyl-isoxazol-4-yl]pyrazolo[1,5-a]pyridin-2-yl]cyclopropanecarboxamide